C1(CC1)C1=C(C=NC=C1)C1CN(C1)C(=O)OC(C)(C)C tert-butyl 3-(4-cyclopropylpyridin-3-yl)azetidine-1-carboxylate